N-isopropyl-N'-sec-butylformamidine C(C)(C)NC=NC(C)CC